C(OC(C(C)NC(C=C)=O)C1=CC=CC=C1)(OC1=CC=C(C=C1)C(C1=CC=CC=C1)=O)=O 2-acrylamido-1-phenylpropyl (4-benzoylphenyl) carbonate